trans-4-(((trans-4-(6-Cyano-5-methoxypyridin-2-yl)cyclohexyl) methyl)(4-(2-cyclopropylthiazol-5-yl)pyridin-2-yl)carbamoyl)cyclohexyl 3-hydroxyazetidine-1-carboxylate OC1CN(C1)C(=O)O[C@@H]1CC[C@H](CC1)C(N(C1=NC=CC(=C1)C1=CN=C(S1)C1CC1)C[C@@H]1CC[C@H](CC1)C1=NC(=C(C=C1)OC)C#N)=O